1-(4-(benzyl(2,4-dimethoxybenzyl)amino)-8-(2-(4-methylpiperazin-1-yl)ethoxy)-5,6,7,8-tetrahydroquinazolin-2-yl)-2-methyl-indole-4-carbonitrile C(C1=CC=CC=C1)N(C1=NC(=NC=2C(CCCC12)OCCN1CCN(CC1)C)N1C(=CC=2C(=CC=CC12)C#N)C)CC1=C(C=C(C=C1)OC)OC